3-(5-(((1S,2R)-2-(3-(5-chloro-pyrimidin-2-yl)azetidin-1-yl)-cyclohexyl)oxy)-1-oxoisoindolin-2-yl)piperidine-2,6-dione ClC=1C=NC(=NC1)C1CN(C1)[C@H]1[C@H](CCCC1)OC=1C=C2CN(C(C2=CC1)=O)C1C(NC(CC1)=O)=O